tert-butyl methyl(3-(5-((3-(1-methyl-6-(trifluoromethyl)-1H-benzo[d]imidazol-5-yl)phenyl)carbamoyl)-2-nitrophenoxy)propyl)carbamate CN(C(OC(C)(C)C)=O)CCCOC1=C(C=CC(=C1)C(NC1=CC(=CC=C1)C1=CC2=C(N(C=N2)C)C=C1C(F)(F)F)=O)[N+](=O)[O-]